N-Methyl-1-((2S,3R)-2-methylpyrrolidin-3-yl)methanamine CNC[C@@H]1[C@@H](NCC1)C